C(C)(C)N1C(N(C2=C1C=C(C=C2)N2CCC(CC2)OC2CCC(CC2)OC2CCNCC2)C2C(NC(CC2)=O)=O)=O 3-[3-isopropyl-2-oxo-5-[4-[4-(4-piperidyloxy)cyclohexoxy]-1-piperidyl]benzimidazol-1-yl]piperidine-2,6-dione